FC1=C(C=CC(=C1)F)C1=CC2(CNC2)C1 6-(2,4-difluorophenyl)-2-azaspiro[3.3]hept-5-ene